BrC1=CC2=C(N(C(=N2)N)CC2=C(OCC3=CC(=C(OCC(=O)O)C=C3)CC)C=CC=C2)C=C1 2-(4-((2-((5-Bromo-2-amino-1H-benzo[d]imidazol-1-yl)methyl)-phenoxy)methyl)-2-ethyl-phenoxy)acetic acid